CC1(CN(C1)CC(=O)NC=1C=NC(=C(C1)NC1=NN(C2=NC(=NC=C21)NC=2N=CN(C2)C)C)C)C 2-(3,3-dimethylazetidin-1-yl)-N-(6-methyl-5-((1-methyl-6-((1-methyl-1H-imidazol-4-yl)amino)-1H-pyrazolo[3,4-d]pyrimidin-3-yl)amino)pyridin-3-yl)acetamide